CC1=C(C(=O)P(C2=CC=CC=C2)(C(C2=C(C=C(C=C2C)C)C)=O)=O)C(=CC(=C1)C)C Di(2,4,6-trimethylbenzoyl)phenylphosphine oxide